N-(2-((8-((2,6-dimethylbenzyl)amino)-2,3-dimethylimidazo[1,2-a]pyridin-6-yl)amino)-2-oxoethyl)-3-hydroxycyclobutane-1-carboxamide CC1=C(CNC=2C=3N(C=C(C2)NC(CNC(=O)C2CC(C2)O)=O)C(=C(N3)C)C)C(=CC=C1)C